1-methyl-6-(2-methyl-4-(6-(trifluoromethyl)pyrido[3,2-d]pyrimidin-2-yl)phenyl)-1,4,5,6-tetrahydro-7H-pyrazolo[3,4-c]pyridin-7-one CN1N=CC2=C1C(N(CC2)C2=C(C=C(C=C2)C=2N=CC1=C(N2)C=CC(=N1)C(F)(F)F)C)=O